(S)-2-(3-(2-(3-fluoroazetidin-1-yl)ethyl)-4-methyl-6-oxopyridazin-1(6H)-yl)-4-methylpentanamide FC1CN(C1)CCC1=NN(C(C=C1C)=O)[C@H](C(=O)N)CC(C)C